C(C)(C)C=1N=C(C2=C(N1)C=CS2)NC=2N=CN(C2)C2=CC(=C(C(=C2)OC)OC)OC 2-isopropyl-N-(1-(3,4,5-trimethoxyphenyl)-1H-imidazol-4-yl)thieno[3,2-d]pyrimidin-4-amine